FC1=C(CNS(=O)(=O)C2=CC=C(C=C2)NC(C(=C)C2=CC=NC=C2)=O)C(=CC=C1)F (E)-N-(4-(N-(2,6-difluorobenzyl)sulfamoyl)phenyl)-2-(pyridin-4-yl)acrylamide